sodium thiosulfopropyl alcohol S(=S)(=O)(O)CCCO.[Na]